1-methylcyclobutane-1-carboxylate CC1(CCC1)C(=O)[O-]